C1(=CC=CC=C1)C1C(OC(C(O1)=O)C1=CC=CC=C1)=O 3,6-diphenyl-1,4-dioxane-2,5-dione